acetyl-(4-pyrazol-1-yl-benzylidene)hydrazine C(C)(=O)NN=CC1=CC=C(C=C1)N1N=CC=C1